C(C)[C@H]1NC[C@@H](NC1)[C@@H](C)O (R)-1-((2R,5R)-5-ethylpiperazin-2-yl)ethan-1-ol